O1CCN(CC1)C[C@H]1NC([C@H](SCC1)C1=CC=C(C=C1)OC1=CC=CC=C1)=O (2R,5S)-5-(morpholinomethyl)-2-(4-phenoxyphenyl)-1,4-thiazepan-3-one